C(C)[NH+](CC)CC.O(P([O-])(=O)OP(=O)([O-])[O-])C[C@H]1O[C@H]([C@H]([C@@H]1O)O)N1C(N=C(C=C1)N)=O.C(C)[NH+](CC)CC.C(C)[NH+](CC)CC ((2R,3s,4s,5R)-5-(4-amino-2-oxopyrimidin-1(2H)-yl)-3,4-dihydroxytetrahydrofuran-2-yl)methyl diphosphate triethylammonium salt